(5S,8S)-5-fluoro-8-hydroxy-N-(2-(trifluoromethyl)benzyl)-5,6,7,8-tetra-hydroquinoline-5-carboxamide F[C@@]1(C=2C=CC=NC2[C@H](CC1)O)C(=O)NCC1=C(C=CC=C1)C(F)(F)F